potassium dodecafluorohexyl-sulfonate potassium [K+].FC(C(C(C(C(F)(F)S(=O)(=O)[O-])(F)F)(F)F)(F)F)C(F)(F)F.[K+].FC(C(C(C(C(F)(F)S(=O)(=O)[O-])(F)F)(F)F)(F)F)C(F)(F)F